2-amino-N-(4-hydroxy-bicyclo[2.2.2]oct-1-yl)-5-(1'-(tetrahydro-2H-pyran-4-yl)spiro[inden-1,4'-piperidin]-6-yl)nicotinamide NC1=C(C(=O)NC23CCC(CC2)(CC3)O)C=C(C=N1)C1=CC=C3C=CC2(CCN(CC2)C2CCOCC2)C3=C1